8-(Acetamidomethyl)-5-methyl-2-oxo-1,2-dihydroquinazolin C(C)(=O)NCC=1C=CC(=C2C=NC(NC12)=O)C